4-(1-oxa-7-azaspiro[3.5]nonan-6-yl)benzonitrile O1CCC12CC(NCC2)C2=CC=C(C#N)C=C2